3-(bis(p-fluorophenyl)methyl)piperazine FC1=CC=C(C=C1)C(C1CNCCN1)C1=CC=C(C=C1)F